2'-chloro-6-(cyclopropoxymethyl)-5'-methoxy-(4,4'-bipyridine)-3-carboxamide ClC1=NC=C(C(=C1)C1=C(C=NC(=C1)COC1CC1)C(=O)N)OC